CNC(=O)C=1C=C(C=C2C=NNC12)C N,5-dimethyl-1H-indazole-7-carboxamide